FC1=CC=C(COC=2C=C(C=CC2NS(=O)(=O)CC(F)(F)F)C2=NNC(=C2C(=O)N)NC2=NC=CN=C2)C=C1 3-(3-((4-fluorobenzyl)oxy)-4-((2,2,2-trifluoroethyl)sulfonamido)phenyl)-5-(pyrazin-2-ylamino)-1H-pyrazole-4-carboxamide